5-fluoro-4-cyclopropyl-2-(piperazin-1-yl)benzonitrile FC=1C(=CC(=C(C#N)C1)N1CCNCC1)C1CC1